(S)-3-(4-fluorobiphenyl-3-yl)-3-(3-(1-methyl-4-oxo-2-oxo-1,2-dihydropyridin-3-yl)ureido)propanoic acid sodium salt [Na+].FC1=C(C=C(C=C1)C1=CC=CC=C1)[C@H](CC(=O)[O-])NC(=O)NC1C(N(C=CC1=O)C)=O